(4ar,8as)-1-(4-(2-((tert-butyldimethylsilyl)oxy)ethoxy)-2,3-difluorophenyl)-3,3-dimethyldecahydroquinoxaline [Si](C)(C)(C(C)(C)C)OCCOC1=C(C(=C(C=C1)N1CC(N[C@@H]2CCCC[C@H]12)(C)C)F)F